tert-butyl (3-(pyrimidin-4-yl)prop-2-yn-1-yl)carbamate N1=CN=C(C=C1)C#CCNC(OC(C)(C)C)=O